BrC=1C=2C3=NC=C(N=C3C=CC2SC1C(=O)OC)OC methyl 3-bromo-11-methoxy-5-thia-10,13-diazatricyclo[7.4.0.02,6]trideca-1(13),2(6),3,7,9,11-hexaene-4-carboxylate